1-(1-(4-(4-Chloro-3-(trifluoromethoxy)phenoxy)pyridin-2-yl)piperidin-4-yl)-3-(pyridin-3-yl)thiourea ClC1=C(C=C(OC2=CC(=NC=C2)N2CCC(CC2)NC(=S)NC=2C=NC=CC2)C=C1)OC(F)(F)F